7'-(4-cyclopropyl-6-methoxypyrimidin-5-yl)-1'-(4-(5-methyl-3-(trifluoromethyl)-1H-pyrazol-1-yl)benzyl)spiro[cyclopropane-1,4'-pyrimido[4,5-d][1,3]oxazin]-2'(1'H)-one C1(CC1)C1=NC=NC(=C1C=1N=CC2=C(N(C(OC23CC3)=O)CC3=CC=C(C=C3)N3N=C(C=C3C)C(F)(F)F)N1)OC